C1(=CC=CC=C1)S(=O)(=O)O.C1(=CC=CC=C1)S(=O)(=O)O.C1(NC(C2=CC=CC=C12)=O)=O isoindoline-1,3-dione bis-benzenesulfonate